ClC1=NC(=NC(=N1)N1CCOCC1)N1CCCC1 2-chloro-4-morpholino-6-pyrrolidinyl-1,3,5-triazine